CN1N=C(C=C1C)NC1=NC=C(C(=N1)C1=CNC2=C(C=CC=C12)NC(CN1CC(C1)C(=O)O)=O)C 1-(2-((3-(2-((1,5-dimethyl-1H-pyrazol-3-yl)amino)-5-methylpyrimidin-4-yl)-1H-indol-7-yl)amino)-2-oxoethyl)azetidine-3-carboxylic acid